(2R,3S)-N-benzyl-3-(phenyloxy)-2-(3-(phenyloxy)phenyl)pent-4-enamide C(C1=CC=CC=C1)NC([C@@H]([C@H](C=C)OC1=CC=CC=C1)C1=CC(=CC=C1)OC1=CC=CC=C1)=O